C1=CC=CC=2C3=CC=CC=C3N(C12)C=1C=CC=2N(C3=CC=C(C=C3C2C1)N1C2=CC=CC=C2C=2C=CC=CC12)C=1C=CC=2C(C3=CC=CC=C3OC2C1)=O 3-(9'H-[9,3':6',9''-Tercarbazol]-9'-yl)-9H-xanthen-9-on